C(C#C)N1C(C=NC2=CC=CC=C12)=O (prop-2-yn-1-yl)quinoxalin-2(1H)-one